potassium 5-hydroxydecanoate OC(CCCC(=O)[O-])CCCCC.[K+]